FC1=CC=2N(C=C1)C(=CN2)C2=CNC=C2 3-(7-fluoroimidazo[1,2-a]pyridin-3-yl)pyrrole